(dibromomethyl)-2-methyl-quinazoline BrC(Br)C1=NC(=NC2=CC=CC=C12)C